trans-rac-N-(3-acetamido-4-chlorophenyl)-2,2-dichloro-3-(3,5-dichlorophenyl)cyclopropane-1-carboxamide C(C)(=O)NC=1C=C(C=CC1Cl)NC(=O)[C@@H]1C([C@H]1C1=CC(=CC(=C1)Cl)Cl)(Cl)Cl |r|